(S)-3-(3-chloro-4-(2-(Methoxymethyl)-2-methyl-3-oxo-2,3,4,7-tetrahydro-1H-pyrrolo[3',2':5,6]pyrido[3,4-b]pyrazine-9-carbonyl)phenoxy)benzonitrile ClC=1C=C(OC=2C=C(C#N)C=CC2)C=CC1C(=O)C1=CNC2=C1C1=C(NC([C@](N1)(C)COC)=O)C=N2